C(C)N1C(NC2=C(C(=CC=3C2=C1N=CN3)CN3CCN(CC3)C=3C=CC(=NC3C)C(=O)NC)F)=O 5-(4-((3-ethyl-9-fluoro-2-oxo-2,3-dihydro-1H-pyrimido[4,5,6-de]quinazolin-8-yl)methyl)piperazin-1-yl)-N,6-dimethylpyridineamide